FC(N1N=CC(=C1)C=O)(F)F 1-(Trifluoromethyl)pyrazole-4-carbaldehyde